C1(CCCCC1)C1(C=CC(C=C1)=O)OCC#C 4-cyclohexyl-4-propargyloxy-2,5-cyclohexadienone